C(C)(C)C1=C(C=CC=C1)N1C(SC=C1C)=NC1=NC2=CC=C(C=C2C=C1)C1=NN(C=N1)C1=CC=C(C=C1)OC(F)(F)F 3-(2-isopropylphenyl)-4-methyl-N-[6-[1-[4-(trifluoromethoxy)phenyl]-1,2,4-triazol-3-yl]-2-quinolinyl]thiazol-2-imine